2-(Dimethylamino)-N-[(1s,4s)-4-{5-ethynyl-2-[(2-methoxyphenyl)amino]-7-oxopyrido[2,3-d]pyrimidin-8-yl}cyclohexyl]acetamide CN(CC(=O)NC1CCC(CC1)N1C(C=C(C2=C1N=C(N=C2)NC2=C(C=CC=C2)OC)C#C)=O)C